(2S,6R)-4-(tert-butoxycarbonyl)-6-(difluoromethoxy)-1,4-oxazepane-2-carboxylic acid C(C)(C)(C)OC(=O)N1C[C@H](OC[C@@H](C1)OC(F)F)C(=O)O